Cl.CNC1CCN(CC1)C=1SC(=CN1)C(F)(F)F N-methyl-1-(5-(trifluoromethyl)thiazol-2-yl)piperidin-4-amine hydrochloride